Gadolinium-Iron [Fe].[Gd]